OC=1C=C2CC[C@H]([C@H](C2=CC1)C1=CC=C(C=C1)N1CCN(CC1)CC=1C=C2CN(C(C2=CC1)=O)C1C(NC(CC1)=O)=O)C1=CC=CC=C1 3-(5-((4-(4-((1S,2R)-6-hydroxy-2-phenyl-1,2,3,4-tetrahydronaphthalen-1-yl)phenyl)piperazin-1-yl)methyl)-1-oxoisoindolin-2-yl)piperidine-2,6-dione